NC=1C(=C(C(=O)O)C=C(C1OC)Br)O 3-amino-5-bromo-2-hydroxy-4-methoxybenzoic acid